4-bromo-7-methyl-1H-indazole BrC1=C2C=NNC2=C(C=C1)C